C1(=CC=CC=C1)S(=O)(=O)/C=C/CNC(=O)C=1C(NC=2CCN(CC2C1)C(=O)OCC1C(C1)(C)C)=O (2,2-dimethylcyclopropyl)methyl 3-{[(2E)-3-(benzenesulfonyl)prop-2-en-1-yl]carbamoyl}-2-oxo-1,2,5,6,7,8-hexahydro-1,6-naphthyridine-6-carboxylate